ClC=1C(N(N=CC1I)CC1=NC(=NO1)C[C@H](O)C1=CC=C(C=C1)Cl)=O (S)-4-chloro-2-((3-(2-(4-chlorophenyl)-2-hydroxyethyl)-1,2,4-oxadiazol-5-yl)methyl)-5-iodopyridazin-3(2H)-one